FC1=C(C=CC(=C1)N)NC(C1=CC(=CC=C1)Cl)=O N-(2-fluoro-4-aminophenyl)-3-chlorobenzamide